2-chloro-4-[[4-[1-methyl-4-(trifluoromethyl)imidazol-2-yl]phenyl]methoxy]pyrimidine ClC1=NC=CC(=N1)OCC1=CC=C(C=C1)C=1N(C=C(N1)C(F)(F)F)C